CC1=C(C(=C(C=C1O)OC)O)C/C=C(\\C)/CC/C=C(\\C)/CC/C=C(\\C)/CC/C=C(\\C)/CC/C=C(\\C)/CC/C=C(\\C)/CC/C=C(\\C)/CC/C=C(\\C)/CCC=C(C)C The molecule is a 6-methoxy-3-methyl-2-all-trans-polyprenylhydroquinone in which the polyprenyl component is specified as all-trans-nonaprenyl. It is a 2-methoxy-3-methyl-6-all-trans-polyprenylhydroquinone and a member of hydroquinones.